3-(5-(((tert-Butyldimethylsilyl)oxy)methyl)-3-(4-fluorophenyl)-1H-pyrazol-1-yl)-2-methylbutan-2-ol [Si](C)(C)(C(C)(C)C)OCC1=CC(=NN1C(C(C)(O)C)C)C1=CC=C(C=C1)F